(para-aminophenyl) p-phenylenediamine 3-Hydroxypropyl-9-{[(4-chloro-2,6-dimethylphenyl)acetyl]-amino}-1,5-dioxaspiro[5.5]undecan-9-carboxylat OCCCOC(=O)C1(CCC2(OCCCO2)CC1)NC(CC1=C(C=C(C=C1C)Cl)C)=O.NC1=CC=C(C=C1)NC1=CC=C(C=C1)N